CC1=CC(=NO1)COC1=CC=C2C=C(NC2=C1)CNC(CC)=O N-((6-((5-methylisoxazol-3-yl)methoxy)-1H-indol-2-yl)methyl)propionamide